N-(2-(2,6-dioxopiperidin-3-yl)-1,3-dioxoisoindolin-5-yl)-4-isopropylbenzenesulfonamide O=C1NC(CCC1N1C(C2=CC=C(C=C2C1=O)NS(=O)(=O)C1=CC=C(C=C1)C(C)C)=O)=O